manganous oxide hydroxide [OH-].[O-2].[Mn+2]